ClC1=CC(=C(C=C1)COC=1C=C(C=CC1F)C1=CC(=C(C=C1)CC(=O)NC1=C(C=C(C(=O)OC(C)(C)C)C=C1)NCCO)F)F tert-butyl 4-[[2-[4-[3-[(4-chloro-2-fluoro-phenyl)methoxy]-4-fluoro-phenyl]-2-fluoro-phenyl]acetyl]amino]-3-(2-hydroxyethylamino)benzoate